methyl-N-(1-methylcyclopropyl)-5-{4H,5H,6H,7H-pyrazolo[1,5-a]pyrazine-5-carbonyl}furo[2,3-d]pyrimidin-4-amine CC=1N=C(C2=C(N1)OC=C2C(=O)N2CC=1N(CC2)N=CC1)NC1(CC1)C